C(CCCCC)OCOCCCC(CC(CC(CC(CC(C)Cl)C)C)C)C 12-chloro-4,6,8,10-tetramethyltridecyl hexyloxymethyl ether